Cl.Cl.O1C(OCC1)CN1N=CC(=C1)C1=CC(=CC2=C1N(C=N2)CCC[C@H]2NCCC[C@@H]2O)Cl (2R,3S)-2-(3-(7-(1-((1,3-dioxolan-2-yl)methyl)-1H-pyrazol-4-yl)-5-chloro-1H-benzo[d]imidazol-1-yl)propyl)piperidin-3-ol dihydrochloride